(4-((2-Cyanoisoindolin-4-yl)carbamoyl)benzyl)carbamic acid benzyl ester C(C1=CC=CC=C1)OC(NCC1=CC=C(C=C1)C(NC1=C2CN(CC2=CC=C1)C#N)=O)=O